2-((1-((5-hydroxy-4-oxo-4H-pyran-2-yl)methyl)-1H-1,2,3-triazol-4-yl)methoxy)-4-methoxybenzaldehyde OC=1C(C=C(OC1)CN1N=NC(=C1)COC1=C(C=O)C=CC(=C1)OC)=O